trans-1,1'-(1,4-cyclohexandiyl)bis(1-ethylpyrrolidinium) diiodide [I-].[I-].[C@H]1(CC[C@H](CC1)[N+]1(CCCC1)CC)[N+]1(CCCC1)CC